FC(C=1C(=C(C=CC1)[C@@H](C)NC(=O)C1=CN(C(C=C1NC1[C@@H]2CN(C[C@H]12)CC)=O)C1(CC1)C(F)F)F)F N-((R)-1-(3-(difluoromethyl)-2-fluorophenyl)ethyl)-1-(1-(difluoromethyl)cyclopropyl)-4-(((1R,5S,6s)-3-ethyl-3-azabicyclo[3.1.0]hexan-6-yl)amino)-6-oxo-1,6-dihydropyridine-3-carboxamide